Methyl (2-oxo-2-((S)-1-((quinoline-4-carbonyl)glycyl)pyrrolidin-2-yl)acetyl)alaninate O=C(C(=O)N[C@@H](C)C(=O)OC)[C@H]1N(CCC1)C(CNC(=O)C1=CC=NC2=CC=CC=C12)=O